FC1=C(C=C(C=C1)C1(CC1)N(C(=O)OC(C)C)C[C@H]1N(CCC1)C(=O)OC(C)(C)C)C(F)(F)F tert-butyl (S)-2-(((1-(4-fluoro-3-(trifluoromethyl)phenyl)cyclopropyl)(isopropoxy carbonyl)amino)methyl)pyrrolidine-1-carboxylate